BN boraneamine